C(#N)C(CC=1SC2=C(C1)C=C(C=C2)C=2C=CC1=C(N(C(O1)=O)C)C2)NC(=O)[C@H]2OCCCNC2 (2S)-N-{1-cyano-2-[5-(3-methyl-2-oxo-1,3-benzoxazol-5-yl)-1-benzothiophen-2-yl]ethyl}-1,4-oxazepane-2-carboxamide